2-((1H-pyrrolo[2,3-b]pyridin-5-yl)oxy)-4-(4-((6-(4-chlorophenyl)spiro[3.5]non-6-en-7-yl)methyl)piperazin-1-yl)benzoic acid N1C=CC=2C1=NC=C(C2)OC2=C(C(=O)O)C=CC(=C2)N2CCN(CC2)CC2=C(CC1(CCC1)CC2)C2=CC=C(C=C2)Cl